Isopropyl (7-((2S,3S,4S,5R)-5-cyano-3,4-bis((isopropoxycarbonyl)oxy)-5-(((isopropoxycarbonyl)oxy)methyl)tetrahydrofuran-2-yl)pyrrolo[2,1-f][1,2,4]triazin-4-yl)carbamate C(#N)[C@]1([C@H]([C@H]([C@@H](O1)C1=CC=C2C(=NC=NN21)NC(OC(C)C)=O)OC(=O)OC(C)C)OC(=O)OC(C)C)COC(=O)OC(C)C